2,6-Difluoro-3-(3-methyl-5-(5-oxa-8-azaspiro[3.5]nonan-8-yl)-1H-pyrazolo[4,3-d]pyrimidin-1-yl)-5-(trifluoromethyl)phenol FC1=C(C(=C(C=C1N1N=C(C=2N=C(N=CC21)N2CCOC1(CCC1)C2)C)C(F)(F)F)F)O